NC=1C(=CC(=C2C(NC(C12)=O)(O)C1=C(C=C(C=C1)F)Cl)NC(C1=CC(=CC(=C1)F)C(F)(F)F)=O)CNCCCCCCCCCCCCCC N-[7-amino-3-(2-chloro-4-fluorophenyl)-3-hydroxy-1-oxo-6-{[(tridecylmethyl)amino]methyl}-2,3-dihydro-1H-isoindol-4-yl]-5-fluoro-3-(trifluoromethyl)benzamide